N[C@H](C=1OC2=C(N1)C=C(C=C2)CN2C(N[C@@H](C2)C(F)(F)F)=O)C2CC(C2)(F)F (S)-1-((2-((S)-amino(3,3-difluorocyclobutyl)-methyl)benzo[d]oxazol-5-yl)methyl)-4-(trifluoromethyl)imidazolidin-2-one